3-{4-[8-amino-5-(4-aminocyclohex-1-en-1-yl)-3-(propan-2-yl)imidazo[1,5-a]pyrazin-1-yl]naphthalen-1-yl}-1-[3-(trifluoromethyl)phenyl]urea NC=1C=2N(C(=CN1)C1=CCC(CC1)N)C(=NC2C2=CC=C(C1=CC=CC=C21)NC(NC2=CC(=CC=C2)C(F)(F)F)=O)C(C)C